3,5-dichloro-2-oxo-indoline-3-carboxylic acid methyl ester COC(=O)C1(C(NC2=CC=C(C=C12)Cl)=O)Cl